NCCN(C=O)OC(C)(C)C N-(2-aminoethyl)(t-butoxy)formamide